CN1N=CC2=CC(=CC=C12)C=1C=CC=2N(C3=CC=C(C=C3S(C2C1)(=O)=O)C=1C=C2C=NN(C2=CC1)C)CCN1CCOCC1 3,7-bis-(1-methyl-1H-indazol-5-yl)-10-(2-morpholinoethyl)-10H-phenothiazine 5,5-dioxide